N-(1-((1s,3s)-3-ethoxycyclobutyl)-3-(3-fluoropyridin-2-yl)-1H-pyrazol-4-yl)-2-(1H-pyrazol-4-yl)thiazole-4-carboxamide C(C)OC1CC(C1)N1N=C(C(=C1)NC(=O)C=1N=C(SC1)C=1C=NNC1)C1=NC=CC=C1F